(5RS)-5-(Pyrrolidin-1-ylcarbonyl)-2-(5,6,7,8-tetrahydronaphthalen-2-ylmethyl)-5,6,7,8-tetrahydro[1,2,4]triazolo[4,3-a]pyridin-3(2H)-one N1(CCCC1)C(=O)[C@H]1CCCC=2N1C(N(N2)CC2=CC=1CCCCC1C=C2)=O |r|